syn-p-methylsulfonylbenzaldehyde CS(=O)(=O)C1=CC=C(C=O)C=C1